6,13-dibutoxypentadecene C(CCC)OC(CCCC=C)CCCCCCC(CC)OCCCC